2-iodo-N-((tetrahydro-1H-pyrrolizin-7a(5H)-yl)methyl)-3-(2,2,2-trifluoroethyl)benzo[b]thiophen-7-amine IC1=C(C2=C(S1)C(=CC=C2)NCC21CCCN1CCC2)CC(F)(F)F